azobis(N-2-hydroxyethyl-methylpropionamidine) hydrate O.N(=NC(C(=N)NCCO)(C)C)C(C(=N)NCCO)(C)C